2-(4-(4-Aminophenoxy)piperidin-1-yl)ethan-1-ol NC1=CC=C(OC2CCN(CC2)CCO)C=C1